ClC1=C2C=CNC2=CC(=C1)NC1=CC(=CC(=N1)C#N)NC1=CC(=CC(=C1)F)F 6-[(4-chloro-1H-indol-6-yl)amino]-4-[(3,5-difluorophenyl)amino]pyridine-2-carbonitrile